Tert-butyl N-[3-[2-(2,6-dioxo-3-piperidyl)-1,3-dioxo-isoindolin-4-yl]prop-2-ynyl]carbamate O=C1NC(CCC1N1C(C2=CC=CC(=C2C1=O)C#CCNC(OC(C)(C)C)=O)=O)=O